Cl.FC1=C(OCC2=C(C=CC=C2)C2CCNCC2)C(=CC(=C1)F)F 4-[2-(2,4,6-trifluorophenoxy-methyl)phenyl]piperidine hydrochloride